C1(=CC=CC=C1)[C@H]1COC2=C(CN1)C=CC(=C2)C(=O)OC(C)C isopropyl (3S)-3-phenyl-2,3,4,5-tetrahydro-1,4-benzoxazepine-8-carboxylate